1-acetamido-4-isothiocyanato-benzene C(C)(=O)NC1=CC=C(C=C1)N=C=S